FC1(OC2=C(O1)C=C1C(=C2)OC[C@@]1(C(=O)N[C@H]1C[C@H](OC2=C1C=CC(=C2)OC)[C@@H]2CC[C@H](CC2)C(=O)O)C)F trans-4-[(2S,4S)-4-{[(7R)-2,2-difluoro-7-methyl-6,7-dihydro-2H-furo[2,3-f][1,3]benzodioxole-7-carbonyl]amino}-7-methoxy-3,4-dihydro-2H-1-benzopyran-2-yl]cyclohexane-1-carboxylic acid